C(C)(C)(C)C1=CC=C(C=C1)CCCC1=CC=C(C=C1)C(C)(C)C 1,3-bis(4-(tertiary butyl)phenyl)propan